NC1(CCCCC1)CCO trans-aminocyclohexaneethanol